FC(F)(F)NC1=CC=CC=C1 trifluoromethyl-aniline